FC(OC1=CC=C(C=C1)C(C)NC(CN1N=C2C(CN([C@@H](C2)C)C(=O)OC(C)(C)C)=C1C(=O)OCC)C(=O)OC)F (6R)-5-tert-Butyl 3-ethyl 2-(2-((1-(4-(difluoromethoxy)phenyl)ethyl)amino)-3-methoxy-3-oxopropyl)-6-methyl-6,7-dihydro-2H-pyrazolo[4,3-c]pyridine-3,5(4H)-dicarboxylate